ClC=1C=C2C=C(NC2=CC1C1=NC=C(N=C1)C=C)CNC(C)=O N-{[5-chloro-6-(5-vinyl-2-pyrazinyl)-2-indolyl]methyl}acetamide